5,10,16-trimethylhexadecahydrobenzo[l][1,4,7,11,14]pentaazacyclooctadecine CN1CCNCC(NCCCCN(C2C(NCCC1)=CC=CC2)C)C